C(C=C)(=O)OC1=CC=C(C=C1)OC(C=C)=O 1,4-Phenylene diacrylate